NC1=C(C=C(C(=O)OC2=CC=C(C=C2)SC2=CC=C(C=C2)OC(C2=CC(=C(C=C2)N)F)=O)C=C1)F thiobis(4,1-phenylene) bis(4-amino-3-fluorobenzoate)